[3-(5-bromo-1H-pyrazolo[3,4-b]pyridine-3-carbonyl)-2,4,6-trifluorophenyl]propane-1-sulfonamide BrC=1C=C2C(=NC1)NN=C2C(=O)C=2C(=C(C(=CC2F)F)C(CC)S(=O)(=O)N)F